C1(=CC=CC=C1)C(C(CC1=CC=CC=C1)=O)(O)O 1,3-diphenyl-2-oxopropanediol